C(C)(C)(C)C1OCC2=CC=C(C=C12)OC1=NC=C(C=N1)N1C(NC(C1=O)(C)C)=O 3-[2-[(3-tert-butyl-1,3-dihydroisobenzofuran-5-yl)oxy]pyrimidin-5-yl]-5,5-dimethyl-imidazolidine-2,4-dione